C(OCCN(CC1NCCCC1)CC1NCCCC1)(O[C@@H]1[C@H](O[C@H](C1)N1C(NC(C(=C1)C)=O)=O)CO[Si](C1=CC=CC=C1)(C1=CC=CC=C1)C(C)(C)C)=O 2-(Bis(piperidin-2-ylmethyl)amino)ethyl ((2R,3S,5R)-2-(((tert-butyldiphenylsilyl)oxy)methyl)-5-(5-methyl-2,4-dioxo-3,4-dihydropyrimidin-1(2H)-yl)tetrahydrofuran-3-yl) carbonate